[N+](=O)([O-])C1=CC=C(C(=O)O[C@@H](C)C2CCCCC2)C=C1 (S)-1-cyclohexylethyl 4-nitrobenzoate